1-(4-bromophenyl)-3-phenylpropan BrC1=CC=C(C=C1)CCCC1=CC=CC=C1